2-(3-(4-bromo-3-hydroxyphenyl)-1-(tetrahydro-2H-pyran-2-yl)-1H-pyrazolo[3,4-c]pyridin-5-yl)-3-fluorophenol BrC1=C(C=C(C=C1)C1=NN(C2=CN=C(C=C21)C2=C(C=CC=C2F)O)C2OCCCC2)O